O(C1=CC=CC=C1)[C@H]1CC[C@H](CC1)C(=O)NN Cis-4-phenoxy-cyclohexanecarboxylic acid hydrazide